NC=1N=C(C2=C(N1)C=CN(C2=O)CC2=CC=C(C=C2)CN2CCCC2)NC(CCC)CCC 2-amino-4-(heptan-4-ylamino)-6-(4-(pyrrolidin-1-ylmethyl)benzyl)pyrido[4,3-d]pyrimidin-5(6H)-one